ClC1=CC(=C(C=C1)C1=CC=C(C=C1)N1CCN(CC1)CC1CC1)N1CC(=CC=C1)N1N=CC(=C1C(F)(F)F)C(=O)O 1-{1-[4-Chloro-4'-(4-cyclopropylmethylpiperazin-1-yl)[biphenyl]-2-yl]pyridin-3-yl}-5-(trifluoromethyl)-1H-pyrazole-4-carboxylic acid